(R)-N-((1R,3R)-1-(5-bromo-3-fluoropyridin-2-yl)-3-cyano-3-methylcyclobutyl)-2-methylpropan-2-sulfinamide BrC=1C=C(C(=NC1)C1(CC(C1)(C)C#N)N[S@](=O)C(C)(C)C)F